C(C1=CC=CC=C1)=C1N=C2N(C=C(C=C2)OC)C1=O 2-benzylidene-6-methoxyimidazo[1,2-a]pyridin-3(2H)-one